C1=CC=C2C(=O)C=CC(=O)C2=C1 alpha-naphthoquinone